CC=1C(=NC(=NC1)NCCN1CCOCC1)C=1C=NN(C1)CCC#N 3-(4-(5-methyl-2-((2-morpholinoethyl)amino)pyrimidin-4-yl)-1H-pyrazol-1-yl)propanenitrile